CC1(CC1)C1=CN(C2=C1C=[N+](C=C2)[O-])S(=O)(=O)C2=CC=CC=C2 3-(1-Methylcyclopropyl)-1-(phenylsulfonyl)-1H-pyrrolo[3,2-c]pyridine 5-oxide